2,5-dihydroxypyridine OC1=NC=C(C=C1)O